(syn)-4-methyl-2-(trifluoromethyl)piperidine hydrochloride Cl.CC1CC(NCC1)C(F)(F)F